N-(3-iodo-1-methyl-1H-pyrazol-4-yl)pyrazolo[1,5-a]Pyrimidine-3-carboxamide IC1=NN(C=C1NC(=O)C=1C=NN2C1N=CC=C2)C